FC(C1=C(CNC(OC(C)(C)C)=O)C=CC(=C1)C=1N=C2SC3=C(N2C1)C=CC(=C3)C(NCCCN3CCCCC3)=O)F tert-butyl (2-(difluoromethyl)-4-(7-((3-(piperidin-1-yl)propyl)carbamoyl)benzo[d]imidazo[2,1-b]thiazol-2-yl)benzyl)carbamate